C1(=CC=CC=C1)[B-](C1=CC=CC=C1)(C1=CC=CC=C1)C1=CC=CC=C1.C1(=CC=CC=C1)[PH2+]C1=CC=CC=C1 Diphenylphosphonium tetrakis(phenyl)borate